OC(CCCC(=O)O)C=CC=CC=CC(CC=CC=CC(CC)O)O 5,12,18-trihydroxyeicosa-6,8,10,14,16-pentaenoic acid